[4-(1-methyl-1H-[1,2,3]triazol-4-yl)-benzyl]-amine CN1N=NC(=C1)C1=CC=C(CN)C=C1